[2-(2-aminophenyl) phenyl] benzoate C(C1=CC=CC=C1)(=O)OC1=C(C=CC=C1)C1=C(C=CC=C1)N